5-bromo-2-(dibromomethyl)thiophene-3-carboxylic acid methyl ester COC(=O)C1=C(SC(=C1)Br)C(Br)Br